3-isopentyl-cyclobutanone rac-tert-butyl-2-{6-bromoimidazo[1,2-a]pyridin-2-yl}-5-methylpyrrolidine-1-carboxylate C(C)(C)(C)OC(=O)N1C(CCC1C)C=1N=C2N(C=C(C=C2)Br)C1.C(CC(C)C)C1CC(C1)=O